TiN-bismuth-indium [In].[Bi].[Sn]